(pentafluorobenzyl)-borate FC1=C(C(=C(C(=C1COB([O-])[O-])F)F)F)F